4-ethynylbenzeneacetic acid C(#C)C1=CC=C(C=C1)CC(=O)O